1-[3-(piperidin-4-yl)prop-2-enoyl]-5,6-dihydropyridin-2(1H)-one TFA salt OC(=O)C(F)(F)F.N1CCC(CC1)C=CC(=O)N1C(C=CCC1)=O